2-(chloromethyl)quinazolin ClCC1=NC2=CC=CC=C2C=N1